4-Fluoro-N3-(6-(4-isopropyl-4H-1,2,4-triazol-3-yl)pyridin-2-yl)-N1-(pyrimidin-2-yl)isophthalamide FC1=C(C=C(C(=O)NC2=NC=CC=N2)C=C1)C(=O)NC1=NC(=CC=C1)C1=NN=CN1C(C)C